ClC1=C(C=C(C=C1)NC(=O)NC1=CC=C(OC2=CC(=NC=C2)C(=O)NC)C=C1)C(F)(F)F 4-{4-[({[4-chloro-3-(trifluoromethyl)phenyl]amino}carbonyl)-amino]phenoxy}-N-methylpyridine-2-carboxamide